N-(4,5-dimethylthiazol-2-yl)-2-(12-(methylamino)dodecanamido)benzamide CC=1N=C(SC1C)NC(C1=C(C=CC=C1)NC(CCCCCCCCCCCNC)=O)=O